cyclopentene-1,2,3-trione C1(C(C(C=C1)=O)=O)=O